[15NH4+] [15N]ammonium